isoniazid-D4 [2H]C1=C(N=C(C(=C1C(=O)NN)[2H])[2H])[2H]